COC(C(=CC1=CC=CC=C1)C=1N=NN(C1)CC1=CC(=CC=C1)F)=O (1-(3-fluorobenzyl)-1H-1,2,3-triazol-4-yl)cinnamic acid methyl ester